FC1=NC=CC=C1 FLUOROPYRIDIN